6-((1RS,2SR)-2-fluorocyclopropyl)-1H-pyrazolo[3,4-b]pyridin-3-amine F[C@@H]1[C@H](C1)C1=CC=C2C(=N1)NN=C2N |r|